10-phenyl-10H,10'H-spiro[acridin-9,9'-anthracen]-10'-one C1(=CC=CC=C1)N1C=2C=CC=CC2C2(C3=CC=CC=C3C(C=3C=CC=CC23)=O)C2=CC=CC=C12